N1=CC=C2OCCC(CN21)NC(OC(C)(C)C)=O tert-butyl (5,6,7,8-tetrahydropyrazolo[5,1-b][1,3]oxazepin-7-yl)carbamate